5-bromo-7-fluoro-1H-indol-3-amine hydrochloride tert-Butyl-(5-bromo-7-fluoro-1H-indol-3-yl)carbamate C(C)(C)(C)N(C(O)=O)C1=CNC2=C(C=C(C=C12)Br)F.Cl.BrC=1C=C2C(=CNC2=C(C1)F)N